((7H-pyrrolo[2,3-d]pyrimidin-4-yl)amino)-N-benzylpiperidine-1-thiocarboxamide N1=CN=C(C2=C1NC=C2)NC2N(CCCC2)C(NCC2=CC=CC=C2)=S